5-chloro-2-methyl-6-difluoromethyl-N-((2-(4-methylphenyl)thiazol-4-yl)methyl)pyrimidin-4-amine ClC=1C(=NC(=NC1C(F)F)C)NCC=1N=C(SC1)C1=CC=C(C=C1)C